p-methoxyiodobenzene diacetate C(C)(=O)O.C(C)(=O)O.COC1=CC=C(C=C1)I